(6-((7-fluoro-1-methyl-1H-indazol-6-yl)methyl)-2-azaspiro[3.3]Hept-2-yl)((1s,3s)-3-hydroxy-3-methylcyclobutyl)methanone FC=1C(=CC=C2C=NN(C12)C)CC1CC2(CN(C2)C(=O)C2CC(C2)(C)O)C1